OC(C)(C)[C@H]1CN(CC1)C=1C=C(C(=NC1)C(F)(F)F)NC(C1=NC(=CC=C1)C=1C=NN(C1)COCC[Si](C)(C)C)=O (R)-N-(5-(3-(2-hydroxypropan-2-yl)pyrrolidin-1-yl)-2-(trifluoromethyl)pyridin-3-yl)-6-(1-((2-(trimethylsilyl)ethoxy)methyl)-1H-pyrazol-4-yl)picolinamide